OC1[C@@H]2CN(C[C@H]12)C(=O)C1=CC(=NC=C1)C(=O)NC1=CC(=CC=C1)[C@@H](CC1=NN=CN1C)C 4-[(1R,5S,6R)-6-hydroxy-3-azabicyclo[3.1.0]hexane-3-carbonyl]-N-[3-[(2R)-1-(4-methyl-4H-1,2,4-triazol-3-yl)propan-2-yl]phenyl]pyridine-2-carboxamide